(N-Methylanthraniloyl) Adenosine-5'-Diphosphate, Disodium Salt [Na+].[Na+].P(OC(C=1C(NC)=CC=CC1)=O)(=O)(OP(=O)([O-])[O-])OC[C@@H]1[C@H]([C@H]([C@@H](O1)N1C=NC=2C(N)=NC=NC12)O)O